C(C)(C)(C)OC(=O)NC[C@@H](C(=O)O)F (2S)-3-(tert-Butoxycarbonylamino)-2-fluoro-propionic acid